[2-(4-bromophenyl)-7-(trifluoromethyl)-3,4-dihydroquinazolin-4-yl]-morpholino-methanone BrC1=CC=C(C=C1)C1=NC2=CC(=CC=C2C(N1)C(=O)N1CCOCC1)C(F)(F)F